C(=O)(O)C=1C=C(C(=O)C2=CC=C(C=C2)C(C2=CC(=C(C=C2)C(=O)O)C(=O)O)=O)C=CC1C(=O)O 1,4-bis[(3,4-dicarboxy)benzoyl]benzene